6-chloro-1-(3-(trifluoromethyl)benzyl)-3,4-dihydro-1,5-naphthyridin-2(1H)-one ClC=1N=C2CCC(N(C2=CC1)CC1=CC(=CC=C1)C(F)(F)F)=O